2,3-dibromo-4-hydroxy-5-methoxybenzaldehyde BrC1=C(C=O)C=C(C(=C1Br)O)OC